ClC=1N=C(SC1C=O)N1CC2OC(C1)C2 chloro-2-(6-oxa-3-azabicyclo[3.1.1]heptan-3-yl)thiazole-5-carbaldehyde